(5-Cyclopropylpyridin-2-yl)((4aS,6S)-1-(4-fluorophenyl)-6-((1-methyl-1H-1,2,4-triazol-3-yl)sulfonyl)-1,4,5,6,7,8-hexahydro-4aH-benzo[f]indazol-4a-yl)methanone C1(CC1)C=1C=CC(=NC1)C(=O)[C@]12CC=3C=NN(C3C=C1CC[C@@H](C2)S(=O)(=O)C2=NN(C=N2)C)C2=CC=C(C=C2)F